CC(CCOC=1C=C(C=C(C1)F)C1=C(N=C(S1)N)C1=C(C=C(C=C1)F)OC(C(F)(F)F)C)(C)C 5-(3-(3,3-dimethylbutoxy)-5-fluorophenyl)-4-(4-fluoro-2-((1,1,1-trifluoropropan-2-yl)oxy)phenyl)thiazol-2-amine